6-Fluoro-5-(4-fluoro-3-(5-(1-hydroxy-1-phenylethyl)-1H-imidazol-2-yl)phenoxy)-N-methyl-1H-indole-4-sulfonamide FC=1C(=C(C=2C=CNC2C1)S(=O)(=O)NC)OC1=CC(=C(C=C1)F)C=1NC(=CN1)C(C)(C1=CC=CC=C1)O